2-tert-butyl-6-methyl-pyridine C(C)(C)(C)C1=NC(=CC=C1)C